BrC1=NC(=NC2=C(C=C(C=C12)Cl)F)C(=O)OCC ethyl 4-bromo-6-chloro-8-fluoroquinazoline-2-carboxylate